6-chloro-4-methyl-N-[3-(2-{[(1s,3s)-3-(trifluoromethoxy)cyclobutyl]oxy}acetamido)bicyclo[1.1.1]pentan-1-yl]-3,4-dihydro-2H-1,4-benzoxazine-2-carboxamide ClC=1C=CC2=C(N(CC(O2)C(=O)NC23CC(C2)(C3)NC(COC3CC(C3)OC(F)(F)F)=O)C)C1